C1(CC1)C=1N=NN(C1)[C@H](C(=O)N1[C@@H](C[C@H](C1)O)C(=O)NC(C)C1=C(C=CC(=C1)F)N1CCC(CC1)O)C(C)(C)C (2S,4R)-1-[(2S)-2-(4-cyclopropyltriazol-1-yl)-3,3-dimethyl-butanoyl]-N-[1-[5-fluoro-2-(4-hydroxy-1-piperidyl)phenyl]ethyl]-4-hydroxy-pyrrolidine-2-carboxamide